2-methyl-N-[(1R)-1-[3-[2-(methoxymethyl)-4-pyridyl]-1,2,4-thiadiazol-5-yl]ethyl]-5-(trifluoromethyl)pyrazole-3-carboxamide CN1N=C(C=C1C(=O)N[C@H](C)C1=NC(=NS1)C1=CC(=NC=C1)COC)C(F)(F)F